BrC1=CC=2C(N=C1)=NN(N2)C 6-Bromo-2-methyl-2H-[1,2,3]triazolo[4,5-b]pyridine